5-(2-((3-(4-((1r,3r)-3-((5-(5H-pyrido[4,3-b]indol-7-yl)pyridin-2-yl)oxy)cyclobutoxy)phenyl)prop-2-yn-1-yl)oxy)ethoxy)-2-(2,6-dioxopiperidin-3-yl)isoindoline-1,3-dione C1=NC=CC=2NC=3C=C(C=CC3C21)C=2C=CC(=NC2)OC2CC(C2)OC2=CC=C(C=C2)C#CCOCCOC=2C=C1C(N(C(C1=CC2)=O)C2C(NC(CC2)=O)=O)=O